CC1=NOC(=C1)C(=O)NC[C@@H]1C[C@@H](CC1)NC1=NC=C(C=C1)N1N=CC=CC1=O |r| 3-methyl-N-[[rac-(1S,3R)-3-[[5-(6-oxopyridazin-1-yl)-2-pyridyl]amino]cyclopentyl]methyl]isoxazole-5-carboxamide